O1N=C(C2=C1C=CC=C2)C2=C(C=C(C=C2)Br)[C@H](CC2=NC=CC=C2)NC(OC(C)(C)C)=O tert-butyl (S)-{1-[2-(benzo[d]isoxazol-3-yl)-5-bromophenyl]-2-(pyridin-2-yl)ethyl}carbamate